C(CCC)O[Sn] (butoxy)tin